9-(4-Bromobutyl)-2,3,6,7-tetramethoxy-9H-carbazole BrCCCCN1C2=CC(=C(C=C2C=2C=C(C(=CC12)OC)OC)OC)OC